(S)-(3-(8-bromo-1-oxo-6-(pyridin-2-yl)-2,4-dihydro-1H-benzo[f][1,2,4]triazolo[4,3-a][1,4]diazepine-4-Yl) propionyl) pyrrolidin-2-yl-carboxylate N1C(CCC1)C(=O)OC(CC[C@H]1C=2N(C3=C(C(=N1)C1=NC=CC=C1)C=C(C=C3)Br)C(NN2)=O)=O